NC1=CC(=C(C=C1)N1C(=O)N(C(=O)N(C1=O)C1=C(C=C(C=C1)N)C)C1=C(C=C(C=C1)N)C)C 1,3,5-tris(4-amino-2-methylphenyl)isocyanuric acid